C(C1=CC=CC=C1)OC(CC[C@@H](NC(=O)OC(C)(C)C)C(N)=O)=O t-Butoxycarbonyl-D-isoglutamine benzyl ester